COC(=O)C1CN(C1)CC1=CC=C(C=C1)C1=CN=C([Se]1)C1=CC=C(C=C1)OC(C)C 1-(4-(2-(4-isopropoxyphenyl)-1,3-selenazol-5-yl)benzyl)azetidine-3-carboxylic acid methyl ester